Cl.CC=1SC=CC1[C@@H]1NCCC2=CC=CC=C12 (R)-1-(2-methylthiophene-3-yl)-1,2,3,4-tetrahydroisoquinoline hydrochloride